tris(4-(dimethylamino)phenyl)methylium CN(C1=CC=C(C=C1)[C+](C1=CC=C(C=C1)N(C)C)C1=CC=C(C=C1)N(C)C)C